ClC1=C(C=CC(=C1)C(F)F)S(=O)(=O)Cl 2-chloro-4-(difluoromethyl)benzene-1-sulfonyl chloride